Cl.Cl.C1NCC12NCCC2 2,5-diazaspiro[3.4]octane dihydrochloride salt